4-((1R,5S)-3,8-diazabicyclo[3.2.1]octan-3-yl)-7-(6-chloroimidazo[1,2-a]pyridin-8-yl)-2-(((S)-1-methylpyrrolidin-2-yl)methoxy)quinazoline [C@H]12CN(C[C@H](CC1)N2)C2=NC(=NC1=CC(=CC=C21)C=2C=1N(C=C(C2)Cl)C=CN1)OC[C@H]1N(CCC1)C